tert-butyl 4-chloro-5H,6H,7H,8H-pyrido[3,4-d]pyrimidine-7-carboxylate ClC=1C2=C(N=CN1)CN(CC2)C(=O)OC(C)(C)C